((R)-4-(2-aminothiazolo[4,5-c]pyridin-7-yl)morpholin-2-yl)((S)-6,8-dichloro-1-methyl-3,4-dihydroisoquinolin-2(1H)-yl)methanone NC=1SC2=C(C=NC=C2N2C[C@@H](OCC2)C(=O)N2[C@H](C3=C(C=C(C=C3CC2)Cl)Cl)C)N1